N1(N=NC2=C1C=CC=C2)C[N+]#[C-] benzotriazol-1-yl-methylisonitrile